di((1s,3S)-adamantan-1-yl)(butyl)phosphane C12(CC3CC(CC(C1)C3)C2)P(CCCC)C23CC1CC(CC(C2)C1)C3